[5-(diphenylphosphino)-9,9-dimethyl-9H-xanthene-4-yl]diphenylphosphine C1(=CC=CC=C1)P(C1=C2OC=3C(=CC=CC3C(C2=CC=C1)(C)C)P(C1=CC=CC=C1)C1=CC=CC=C1)C1=CC=CC=C1